O1CC(C=2C1=NC=CC2)=NO furo[2,3-b]pyridin-3-one oxime